perhydro-N-ethylcarbazole C(C)N1C2CCCCC2C2CCCCC12